4-methyl-N-(pyrrolidin-1-ylacetyl)-L-leucine CC(C[C@H](NC(CN1CCCC1)=O)C(=O)O)(C)C